1-(3,5-difluoro-4-nitrophenyl)-2-fluoroethane FC=1C=C(C=C(C1[N+](=O)[O-])F)CCF